3-(trihydroxysilyl)-propanesulphonic acid O[Si](CCCS(=O)(=O)O)(O)O